cyanoimidazo[1,2-a]pyridine-6-boronic acid pinacol ester C(#N)C=1N=C2N(C=C(C=C2)B2OC(C)(C)C(C)(C)O2)C1